IC1=CC(=C(C(=C1)Br)Cl)Br 1-iodo-3,5-dibromo-4-chlorobenzene